3,6,9-trioxaundecane-1-ol C(COCCOCCOCC)O